COCCOCCOCC(=O)O[C@@H]1[C@](O[C@H](C1)N1C2=NC(=NC(=C2N=C1)N)F)(CO)C#C (2R,3S,5R)-5-(6-amino-2-fluoro-9H-purin-9-yl)-2-ethynyl-2-(hydroxymethyl)tetrahydrofuran-3-yl 2-(2-(2-methoxyethoxy)ethoxy)acetate